BrC=1C=C(C(=NC1)C(=O)NCC(F)(F)F)OC 5-Bromo-3-methoxy-N-(2,2,2-trifluoroethyl)pyridine-2-carboxamide